S1(CC=CC=C1)=O thiopyran 1-oxide